C(C1=CC=CC=C1)(C1=CC=CC=C1)=NC=1C(=C(C(=NC1)N1CCN(CC1)C(=O)OC(C)(C)C)F)C(=O)OC tert-butyl 4-[5-(benzhydrylideneamino)-3-fluoro-4-methoxycarbonyl-2-pyridyl]piperazine-1-carboxylate